N-[(2S)-1-({(1S)-1-cyano-2-[(3S)-2-oxopyrrolidin-3-yl]ethyl}amino)-4,4-dimethyl-1-oxopentan-2-yl]-4-methoxy-7-(trifluoromethyl)-1H-indole-2-carboxamide C(#N)[C@H](C[C@H]1C(NCC1)=O)NC([C@H](CC(C)(C)C)NC(=O)C=1NC2=C(C=CC(=C2C1)OC)C(F)(F)F)=O